3-(acetylthio)piperidine-1-carboxylic acid tert-butyl ester C(C)(C)(C)OC(=O)N1CC(CCC1)SC(C)=O